tert-butyl 4-[4-(4-amino-2-ethyl-benzoyl)piperazine-1-carbonyl]piperidine-1-carboxylate NC1=CC(=C(C(=O)N2CCN(CC2)C(=O)C2CCN(CC2)C(=O)OC(C)(C)C)C=C1)CC